ClC1=CC(=C(COC2=NC=3CN(CCC3C=C2C(F)(F)F)CC2=NC3=C(N2C[C@H]2OCC2)C=CC(=C3F)C#N)C=C1)F (S)-2-((2-((4-chloro-2-fluorobenzyl)oxy)-3-(trifluoromethyl)-5,8-dihydro-1,7-naphthyridin-7(6H)-yl)methyl)-4-fluoro-1-(oxetan-2-ylmethyl)-1H-benzo[d]imidazole-5-carbonitrile